ClC(=O)N(C1=NC=CC=C1CN(C(OCOP(=O)(OC(C)(C)C)OC(C)(C)C)=O)CCOC)C ((di-tert-butoxyphosphoryl)oxy)methyl ((2-((chlorocarbonyl)(methyl)amino)pyridin-3-yl)methyl)(2-methoxyethyl)carbamate